dimethyl 6,6'-(pyrazine-2,6-diyl)bis(hex-5-ynoate) N1=C(C=NC=C1C#CCCCC(=O)OC)C#CCCCC(=O)OC